F[C@@H](CCCCCC(=O)NC1=C(C=C(C=C1)NCC1=CC=C(C=C1)C(F)(F)F)NC)CF (7S)-7,8-Difluoro-N-(2-(methylamino)-4-((4-(trifluoromethyl)benzyl)amino)phenyl)octanamid